C(=O)(OC(C)(C)C)N1[C@@H](C[C@H](C1)O)C(=O)O Boc-(2S,4R)-4-hydroxy-2-pyrrolidinecarboxylic acid